C(C1=CC=CC=C1)OCCO[C@H]1CN(CCCC1)C(=O)OC(C)(C)C tert-butyl (R)-3-(2-(benzyloxy)ethoxy)azepane-1-carboxylate